N-(3-fluoro-4-{[2-(5-{[(2-methoxyethyl)amino]methyl}pyridin-2-yl)thieno[3,2-b]pyridin-7-yl]oxy}phenyl)-4-methoxy-2-oxo-1-phenyl-1,2-dihydropyridine-3-carboxamide hydrochloride Cl.FC=1C=C(C=CC1OC1=C2C(=NC=C1)C=C(S2)C2=NC=C(C=C2)CNCCOC)NC(=O)C=2C(N(C=CC2OC)C2=CC=CC=C2)=O